dihexyl-(ethyl)(methyl)phosphine C(CCCCC)P(C)(CC)CCCCCC